C(C)OC(=O)C1=CC2=C(S1)C=C(C(=C2[N+](=O)[O-])O)OC 5-hydroxy-6-methoxy-4-nitrobenzo[b]thiophene-2-carboxylic acid ethyl ester